NC1CCN(CC1)C1=NC(=C2N=CN(C2=N1)C(C)C)NCC=1C(=NC=CC1)C=1C=NC(=CC1)N(C)C 2-(4-aminopiperidin-1-yl)-N-((6'-(dimethylamino)-[2,3'-bipyridin]-3-yl)methyl)-9-isopropyl-9H-purin-6-amine